BrC=1C=CC2=C(C(=CO2)COC2=C(C=O)C=CC(=C2)C(C)C)C1 2-((5-bromobenzofuran-3-yl)methoxy)-4-isopropylbenzaldehyde